C(C)(C)(C)N1N=C(C=C1NC1=CC(=NC=C1)O[C@H](CC[C@@H](C)NC(OC(C)(C)C)=O)C)[C@@H]1C[C@@H](CC1)O[Si](C)(C)C(C)(C)C tert-butyl ((2R,5S)-5-((4-((1-(tert-butyl)-3-((1S,3R)-3-((tert-butyldimethylsilyl)oxy)cyclopentyl)-1H-pyrazol-5-yl)amino)pyridin-2-yl)oxy)hexan-2-yl)carbamate